(S)-2-(6-(5-(1-(2-azaspiro[3.3]heptan-6-yl)piperidin-4-yl)pyrimidin-2-yl)-5-methyl-6,7,8,9-tetrahydro-5H-pyrido[3',4':4,5]pyrrolo[2,3-c]pyridazin-3-yl)phenol C1NCC12CC(C2)N2CCC(CC2)C=2C=NC(=NC2)N2[C@H](C1=C(NC=3N=NC(=CC31)C3=C(C=CC=C3)O)CC2)C